F[C@H]1CN(CC[C@H]1NC1=C2C=C(N(C2=CC=C1)CC(F)(F)F)C1=NOC(=N1)CNC(=O)C1=CN(C=C1)CCOC)C N-{[3-(4-{[(3S,4R)-3-fluoro-1-methylpiperidin-4-yl]amino}-1-(2,2,2-trifluoroethyl)-1H-indol-2-yl)-1,2,4-oxadiazol-5-yl]methyl}-1-(2-methoxyethyl)-1H-pyrrole-3-carboxamide